FC=1C=C(C=CC1)C=1C(=NN(C1C(=O)O)C=1SC(=C(N1)C1=CCC(CC1)C(F)(F)F)SC(C)C)C 4-(3-fluorophenyl)-1-(5-(isopropylthio)-4-(4-(trifluoromethyl)cyclohex-1-en-1-yl)thiazol-2-yl)-3-methyl-1H-pyrazole-5-carboxylic acid